ClC1=C(C(=CC=C1)Cl)C=1N=C2C=3C=C(C=NC3C=CN2C1C(=O)N)C=1C=NN(C1)CCCO 2-(2,6-Dichlorophenyl)-9-(1-(3-hydroxypropyl)-1H-pyrazol-4-yl)imidazo[2,1-f][1,6]naphthyridine-3-carboxamide